acryloyloxynonylhydrogenphosphate C(C=C)(=O)OCCCCCCCCCOP(=O)(O)[O-]